rac-N-cyclobutyl-N-(bis(2,4-difluorophenyl)phosphinyl)-2,5-diphenylphosphinan-1-amine C1(CCC1)N(P1C(CCC(C1)C1=CC=CC=C1)C1=CC=CC=C1)P(=O)(C1=C(C=C(C=C1)F)F)C1=C(C=C(C=C1)F)F